palladium germanium tin [Sn].[Ge].[Pd]